2-(2,6-diethylphenyl)-5-(3-fluoro-5-(trifluoromethyl)pyridin-2-yl)-3-(6-fluoro-7-methoxy-1H-indazol-4-yl)-4,5,6,7-tetrahydro-2H-pyrazolo[4,3-c]pyridine C(C)C1=C(C(=CC=C1)CC)N1N=C2C(CN(CC2)C2=NC=C(C=C2F)C(F)(F)F)=C1C1=C2C=NNC2=C(C(=C1)F)OC